Z-pyrazol-3-amine N1N=C(C=C1)N